BrC=1C=C2C=C(C(=NC2=CC1)OC)CC1=C(N=C(S1)OC)Cl 5-((6-bromo-2-methoxyquinolin-3-yl)methyl)-4-chloro-2-methoxythiazole